O=C1NC(CCC1N1C(C2=CC=C(C(=C2C1=O)F)C1(CCN(CC1)C(=O)OC(C)(C)C)O)=O)=O tert-butyl 4-(2-(2,6-dioxopiperidin-3-yl)-4-fluoro-1,3-dioxoisoindolin-5-yl)-4-hydroxy-piperidine-1-carboxylate